OCCOCCOCCOCCOCCOCCN(C1=NC(=NC(=C1)C)NC1=CC=C(C=C1)NC(CC1=CC=CC=C1)=O)C N-(4-((4-((17-hydroxy-3,6,9,12,15-pentaoxaheptadecyl)(methyl)amino)-6-methylpyrimidin-2-yl)amino)phenyl)-2-phenylacetamide